NCCCOP(=O)(O)O 3-aminopropyl-dihydrogen-phosphate